C(C1=CC=CC=C1)C1N(CC2=CC(=CC(=C2C1)F)C(=O)OC)C(=O)OC(C)(C)C 2-(tert-butyl) 7-methyl 3-benzyl-5-fluoro-3,4-dihydroisoquinoline-2,7(1H)-dicarboxylate